ClC=1C=C(C=CC1F)NC(N([C@H](C)C1=CNC(C2=CC=CC=C12)=O)CC(CO)(C)C)=O (R)-3-(3-chloro-4-fluorophenyl)-1-(3-hydroxy-2,2-dimethylpropyl)-1-(1-(1-oxo-1,2-dihydroisoquinolin-4-yl)ethyl)urea